C(=O)(O)C(CC=CC(CC(=O)[O-])=O)C 7-carboxy-3-oxooct-4-enoate